ClC1=C2C3=C(N=CN=C3C(=C1C1=C3C(=NC=NC3=CC=C1C)OC)F)N1[C@H](CO2)CN(CC1)C(=O)OC(C)(C)C tert-butyl (8aS)-6-chloro-4-fluoro-5-(4-methoxy-6-methylquinazolin-5-yl)-8a,9,11,12-tetrahydropyrazino[2',1':3,4][1,4]oxazepino[5,6,7-de]quinazoline-10(8H)-carboxylate